2-(4-isopropylphenyl)-6-methoxy-3,4-dihydronaphthalen-1(2H)-one C(C)(C)C1=CC=C(C=C1)C1C(C2=CC=C(C=C2CC1)OC)=O